triphenylsilanol zinc phosphinate [PH2]([O-])=O.[Zn+2].C1(=CC=CC=C1)[Si](O)(C1=CC=CC=C1)C1=CC=CC=C1.[PH2]([O-])=O